C[Si](OCCC)(OCCC)OCCC methyl-tripropyloxysilane